3-hydrazino-8-bromo-5H-[1,2,4]triazino[5,6-b]indole N(N)C=1N=NC2=C(NC=3C=CC(=CC23)Br)N1